N-{[6-(3-cyanopyrazol-1-yl)-2-fluoro-3-methoxyphenyl]methyl}-1-[(2-cyclopropyl-3,4-dihydro-1H-isoquinolin-7-yl)methyl]-3-(methoxymethyl)pyrazole-4-carboxamide C(#N)C1=NN(C=C1)C1=CC=C(C(=C1CNC(=O)C=1C(=NN(C1)CC1=CC=C2CCN(CC2=C1)C1CC1)COC)F)OC